6-(aminomethyl)isoquinolin-1-amine NCC=1C=C2C=CN=C(C2=CC1)N